O1CCC2=C1C=CC(=C2)CC(C)NC 1-(2,3-dihydrobenzofuran-5-yl)-N-methylpropan-2-amine